5-((4,4-difluorocyclohexyl)methoxy)-N-(1-hydroxypropan-2-yl)-2-naphthamide FC1(CCC(CC1)COC1=C2C=CC(=CC2=CC=C1)C(=O)NC(CO)C)F